4-(4-((1R,5S)-3,8-diazabicyclo[3.2.1]octan-3-yl)-8-fluoro-2-(((2R,7aS)-2-fluorotetrahydro-1H-pyrrolizin-7a(5H)-yl)methoxy)quinazolin-7-yl)-5-ethyl-5,6,7,8-tetrahydronaphthalen-2-ol [C@H]12CN(C[C@H](CC1)N2)C2=NC(=NC1=C(C(=CC=C21)C2=CC(=CC=1CCCC(C21)CC)O)F)OC[C@]21CCCN1C[C@@H](C2)F